C1(=CC=CC=C1)C(=O)C12[C@@H](CC(C1)(C2)C2=CC=CC=C2)C2=NC=CC=C2 phenyl((1R,2R,4S)-4-phenyl-2-(pyridin-2-yl)bicyclo[2.1.1]hexan-1-yl)methanone